bromo-7-fluorobenzo[d][1,3]dioxole BrC1OC2=C(O1)C(=CC=C2)F